1,1,1,3,3,3-hexafluoro-propan-2-yl (R or S)-1-((6-(trifluoro-methyl)pyridin-3-yl)carbamoyl)-6-aza-spiro[2.5]octane-6-carboxylate FC(C1=CC=C(C=N1)NC(=O)[C@@H]1CC12CCN(CC2)C(=O)OC(C(F)(F)F)C(F)(F)F)(F)F |o1:11|